[4-({[1-(2-chlorobenzoyl)-3-[4-(trifluoromethyl)piperidin-3-yl]-1H-pyrazol-5-yl]sulfanyl}methyl)phenyl]methanamine ClC1=C(C(=O)N2N=C(C=C2SCC2=CC=C(C=C2)CN)C2CNCCC2C(F)(F)F)C=CC=C1